3-((3-cyclopropyl-5-((((3S,4S)-3-hydroxypiperidin-4-yl)methyl)amino)pyrazolo[1,5-a]pyrimidin-7-yl)amino)benzenesulfonamide C1(CC1)C=1C=NN2C1N=C(C=C2NC=2C=C(C=CC2)S(=O)(=O)N)NC[C@H]2[C@@H](CNCC2)O